N1=C(C=CC2=CC=CC=C12)N1CCC(CC1)C(=O)O 1-(quinolin-2-yl)piperidine-4-carboxylic acid